Cl.Cl.NCCCCCCN1CCN(CC1)C=1C=C2CN(C(C2=CC1)=O)C1C(NC(CC1)=O)=O 3-(5-(4-(6-aminohexyl)piperazin-1-yl)-1-oxoisoindolin-2-yl)piperidine-2,6-dione bis-hydrochloride salt